BrC1=CC(=CC(=N1)N=C1S(CCCCCC1)(=O)(C)C)OCC(F)F ((6-bromo-4-(2,2-difluoroethoxy)pyridin-2-yl)imino)dimethyl-λ6-thiocanone